5-(2-(((2-aminothiazol-4-yl)methyl)amino)-2-oxoacetyl)-N-(4-fluoro-3-methylphenyl)-1,2,4-trimethyl-1H-pyrrole-3-carboxamide NC=1SC=C(N1)CNC(C(=O)C1=C(C(=C(N1C)C)C(=O)NC1=CC(=C(C=C1)F)C)C)=O